NC1=NOC2=C1C=C(C=C2)C(=O)O[C@H]2[C@H](NC[C@@H]2O)CC2=CC=C(C=C2)OC (2R,3S,4S)-4-hydroxy-2-[(4-methoxyphenyl)methyl]pyrrolidin-3-yl 3-amino-1,2-benzoxazole-5-carboxylate